ClC=1C=C2C(CC(C2=CC1Cl)=O)=O 5,6-dichloro-1,3-indandione